Di-thiadiazole S1SNN=C1